5-fluoro-N-[(3R)-5-nitro-3-(oxan-4-yl)-3,4-dihydro-2H-1,4-benzoxazin-7-ylsulfonyl]-4-{2-oxo-7-azaspiro[3.5]nonan-7-yl}benzamide FC=1C(=CC=C(C(=O)NS(=O)(=O)C2=CC3=C(N[C@@H](CO3)C3CCOCC3)C(=C2)[N+](=O)[O-])C1)N1CCC2(CC(C2)=O)CC1